1-butyl-3-methylimidazole difluorosulfimide salt FS(=N)F.C(CCC)N1CN(C=C1)C